C(C)(C)(C)OC(=O)N(C1=NC=CC(=C1)C=1OC=C(N1)C(=O)NC=1C(=NN(C1)C1=CC=C(C(=O)OC)C=C1)C(F)(F)F)CC1CC1 Methyl 4-(4-(2-(2-((tert-butoxycarbonyl)(cyclopropylmethyl)amino)pyridin-4-yl)oxazole-4-carboxamido)-3-(trifluoromethyl)-1H-pyrazol-1-yl)benzoate